C(#N)\C(=C/C1=C(C=C(C=C1)OC)OCCCCCC=C)\C1=CC=C(C#N)C=C1 (Z)-4-(1-cyano-2-(2-(hept-6-en-1-yloxy)-4-methoxyphenyl)vinyl)benzonitrile